5-fluoro-4-(3-oxo-5,6,7,8-tetrahydro[1,2,4]triazolo[4,3-a]pyridin-2(3H)-yl)-2-[(2S)-pent-2-yloxy]benzoic acid FC=1C(=CC(=C(C(=O)O)C1)O[C@@H](C)CCC)N1N=C2N(CCCC2)C1=O